3-{[3-(3-bromophenyl)oxetan-3-yl]Methyl}-4-methyl-1,2,4-triazole BrC=1C=C(C=CC1)C1(COC1)CC1=NN=CN1C